(1S,3S,5S)-N-(1-(4-carbamimidoylthiophen-2-yl)cyclopropyl)-5-methyl-2-((4-phenoxybenzoyl)glycyl)-2-azabicyclo[3.1.0]hexane-3-carboxamide C(N)(=N)C=1C=C(SC1)C1(CC1)NC(=O)[C@H]1N([C@H]2C[C@]2(C1)C)C(CNC(C1=CC=C(C=C1)OC1=CC=CC=C1)=O)=O